Cl.CNCCCCCCCCCC N-methyl-decan-1-amine hydrochloride